O=C1NC(CCC1N1C(C2=CC=CC(=C2C1=O)SCCOCCOCCOCCOCC)=O)=O 14-((2-(2,6-dioxopiperidin-3-yl)-1,3-dioxoisoindolin-4-yl)sulfanyl)-3,6,9,12-tetraoxatetradecane